7-{2,8-dimethylimidazo[1,2-b]pyridazin-6-yl}-6-methoxy-3-(piperidin-4-yl)quinazolin-4-one CC=1N=C2N(N=C(C=C2C)C2=C(C=C3C(N(C=NC3=C2)C2CCNCC2)=O)OC)C1